CC=1C(=C2C(=NC1C(F)(F)F)CCC2)NC(=O)N=[S@@](=O)(N)C=2C=NN1C2OCCC1 |o1:18| (S) or (R)-N'-((3-methyl-2-(trifluoromethyl)-6,7-dihydro-5H-cyclopenta[b]pyridin-4-yl)carbamoyl)-6,7-dihydro-5H-pyrazolo[5,1-b][1,3]oxazine-3-sulfonimidamide